methyl (1R,5S)-3-azabicyclo[3.1.0]hexane-3,6-dicarboxylate [C@H]12CN(C[C@@H]2C1C(=O)[O-])C(=O)OC